OC1=C(C=C(C=C1C)/C=C/C#N)C (E)-3-(4-hydroxy-3,5-dimethylphenyl)acrylonitrile